ClC1=CC=C(C(=C1CC(=O)O)C(F)(F)F)I 6-chloro-3-iodo-2-(trifluoromethyl)-phenylacetic acid